methyl 2-(1-tert-butoxycarbonylpyrrolidin-3-yl)-1,2,4-triazole-3-carboxylate C(C)(C)(C)OC(=O)N1CC(CC1)N1N=CN=C1C(=O)OC